N-Cyclopropyl-2,2-dideuterio-2-[3-[(1R)-1-[4-oxo-6-(1H-pyrazol-4-yl)quinazolin-3-yl]ethyl]phenoxy]acetamide C1(CC1)NC(C(OC1=CC(=CC=C1)[C@@H](C)N1C=NC2=CC=C(C=C2C1=O)C=1C=NNC1)([2H])[2H])=O